2-bromo-1,3-benzothiazole-6-carboxylic acid methyl ester COC(=O)C1=CC2=C(N=C(S2)Br)C=C1